2-butyl-4-(3,5-dimethoxy-4-(piperidin-4-yloxy)phenyl)-2,7-naphthyridin-1(2H)-one C(CCC)N1C(C2=CN=CC=C2C(=C1)C1=CC(=C(C(=C1)OC)OC1CCNCC1)OC)=O